(2-((5-methoxy-7-methyl-1H-indol-4-yl)methyl)-2H-indazol-6-yl)-methanol COC=1C(=C2C=CNC2=C(C1)C)CN1N=C2C=C(C=CC2=C1)CO